methyl 5-amino-4-bromo-2-methyl-indazole-6-carboxylate NC1=C(C2=CN(N=C2C=C1C(=O)OC)C)Br